CC(C(=O)OC[C@@H]1O[C@@H]([C@H]([C@@H]1O)O)N1C=NC(=C2C1=NC(=C2C(N)=O)Br)N)(CC)C ((2S,3S,4S,5S)-5-(4-amino-6-bromo-5-carbamoyl-1H-pyrrolo[2,3-d]pyrimidin-1-yl)-3,4-dihydroxytetrahydrofuran-2-yl)methyl 2,2-dimethylbutanoate